2-Methyl-8-(3-(4-(trifluoromethyl)phenoxy)pyrazin-2-yl)-3,4-dihydro-2H-benzo[b][1,4,5]oxathiazepine 1,1-dioxide CN1S(C2=C(OCC1)C=CC(=C2)C2=NC=CN=C2OC2=CC=C(C=C2)C(F)(F)F)(=O)=O